1-(4-bromophenyl)tetrahydropyrimidin-2(1H)-one BrC1=CC=C(C=C1)N1C(NCCC1)=O